5-isopropoxy-N-(quinolin-8-yl)pyridine-2-sulfonamide C(C)(C)OC=1C=CC(=NC1)S(=O)(=O)NC=1C=CC=C2C=CC=NC12